NC=1C(=C(C=C2C=C(N=CC12)NC1=NN2CC(N(C[C@@H](C2=C1)C)C)=O)C=1C=NC=CC1C)F (S)-2-((8-amino-7-fluoro-6-(4-methylpyridin-3-yl)isoquinolin-3-yl)amino)-4,6-dimethyl-5,6-dihydro-4H-pyrazolo[1,5-d][1,4]diazepin-7(8H)-one